BrC(C)C1=NC2=CC=CC=C2C(N1CCCOC)=O 2-(1-bromoethyl)-3-(3-methoxypropyl)quinazolin-4(3H)-one